6-methylnon-8-en-4-one CC(CC(CCC)=O)CC=C